N[C@H](C(=O)OCC1=NC=CC=C1)C(C)(C)O pyridin-2-ylmethyl (S)-2-amino-3-hydroxy-3-methylbutanoate